O=C1NC(CCC1N1C=C2C=CC(=CC2=C1)N1C[C@@H](CCC1)NCC1CCNCC1)=O 2-(2,6-dioxopiperidin-3-yl)-5-((R)-3-((piperidin-4-ylmethyl)amino)piperidin-1-yl)isoindole